C(C)(C)(C)OC(=O)N1C(=C(C=2N=C(SC21)C2CCN(CC2)C(=O)OC(C)(C)C)C(=C)C)C=2C(=C(C=1N(C2)N=CN1)C)C 2-(1-(tert-Butoxycarbonyl)piperidin-4-yl)-5-(7,8-dimethyl-[1,2,4]triazolo[1,5-a]pyridin-6-yl)-6-(prop-1-en-2-yl)-4H-pyrrolo[3,2-d]thiazole-4-carboxylic acid tert-butyl ester